4,4'-diamino-3,3'-dichlorodiphenylmethane C1=CC(=C(C=C1CC2=CC(=C(C=C2)N)Cl)Cl)N